FC1=CC(=CC=2N(C(=NC21)C)C(C)C)C=2C=CN1N=C(N=CC12)NCC(C)C 5-(4-fluoro-1-isopropyl-2-methyl-1H-benzo[d]imidazol-6-yl)-N-isobutylpyrrolo[2,1-f][1,2,4]triazin-2-amine